(S)-2-((tertbutoxycarbonyl)amino)-3-(6-phenylpyridin-3-yl)propanoic acid C(C)(C)(C)OC(=O)N[C@H](C(=O)O)CC=1C=NC(=CC1)C1=CC=CC=C1